OC1(CN(CC1)C1=CC(=NC=C1)C(=O)NC=1C=CC=C2C=CC=NC12)C 4-(3-hydroxy-3-methylpyrrolidin-1-yl)-N-(quinolin-8-yl)picolinamide